SCCC[Si](OCC)(OCC)C (3-Mercaptopropyl)methyldiethoxysilan